ClC1=CC2=C(N=C(S2)NC(CCC2=CC(=C(C=C2)OC)OC)=O)C=C1 N-(6-chloro-2-benzothiazolyl)-3,4-dimethoxybenzenepropanamide